8-bromo-4-(4,5-dimethyl-1H-benzo[d]imidazol-1-yl)-2,2-dimethyl-2H-benzo[e][1,3]oxazine BrC1=CC=CC=2C(=NC(OC21)(C)C)N2C=NC1=C2C=CC(=C1C)C